ClC=1C=C2C=NN(C2=CC1N1CCN(CC1)C1(COC1)C)C=1C=NN(C1)C1C(C1)CNC(OCC1=CC=CC=C1)=O benzyl ((2-(4-(5-chloro-6-(4-(3-methyloxetan-3-yl)piperazin-1-yl)-1H-indazol-1-yl)-1H-pyrazol-1-yl)cyclopropyl)methyl)carbamate